C(#N)C1=C(N=NN1)C(=O)O 5-cyano-1H-triazole-4-carboxylic Acid